5-(ethyl-(tetrahydro-2H-pyran-4-yl)amino)-6-methyl-2-(1-methyl-1H-pyrazol-4-yl)indolizine-7-carbonitrile C(C)N(C=1N2C=C(C=C2C=C(C1C)C#N)C=1C=NN(C1)C)C1CCOCC1